Tributyl-propyl-ammonium hydroxide [OH-].C(CCC)[N+](CCC)(CCCC)CCCC